(S)-2-(4-amino-1H-pyrazol-1-yl)-1-(3-((5-(trifluoromethyl)pyridin-2-yl)oxy)piperidin-1-yl)ethan-1-one NC=1C=NN(C1)CC(=O)N1C[C@H](CCC1)OC1=NC=C(C=C1)C(F)(F)F